(R,S)-4-((4-cyanophenyl)((8-isopropyl-4-oxochroman-7-yl)oxy)methyl)benzoic acid C(#N)C1=CC=C(C=C1)[C@H](C1=CC=C(C(=O)O)C=C1)OC1=CC=C2C(CCOC2=C1C(C)C)=O